C(C=C)N(C(OCC=C)=O)CC(C=1N=C(SC1)CO)NC(=O)OC(C)(C)C Allyl allyl(2-((tert-butoxycarbonyl)amino)-2-(2-(hydroxymethyl)thiazol-4-yl)ethyl)carbamate